BrC1=NN(C(=C1)N)C1=CC=CC=C1 3-bromo-1-phenyl-1H-pyrazol-5-amine